bis(3-sulfopropyl) disulfide, sodium salt [Na+].S(=O)(=O)([O-])CCCSSCCCS(=O)(=O)[O-].[Na+]